Methyl 3-(2-((4-cyano-4-(3,4-dimethoxyphenyl)-5-methylhexyl)(methyl)amino)ethyl)benzoate C(#N)C(CCCN(CCC=1C=C(C(=O)OC)C=CC1)C)(C(C)C)C1=CC(=C(C=C1)OC)OC